C(C1=CC=CC=C1)N([C@@H](CC(=O)OCC)C=1C=C(C=CC1)C1=CC(=CC=C1)OC)[C@H](C)C1=CC=CC=C1 ethyl (S)-3-(benzyl((R)-1-phenylethyl)amino)-3-(3'-methoxybiphenyl-3-yl)propanoate